C(C)(C)(C)OC(=O)N[C@H](C(=O)O)C(C)C (2S)-2-(tert-butoxycarbonylamino)-3-methyl-butanoic acid